CC1=NC(=NO1)C1=CC=C(CNC=2C=C(C#N)C=CN2)C=C1 2-((4-(5-methyl-1,2,4-oxadiazol-3-yl)benzyl)amino)isonicotinonitrile